1-Dodecyl-3-Methylpiperidinium cyanide [C-]#N.C(CCCCCCCCCCC)[NH+]1CC(CCC1)C